2-bromo-4-oxo-1H,6H,7H-pyrrolo[3,2-c]Pyridine-5-carboxylic acid tert-butyl ester C(C)(C)(C)OC(=O)N1C(C2=C(CC1)NC(=C2)Br)=O